2-(((5-Bromothiophen-2-yl)methyl)(methyl)amino)-N-(3-methoxybenzyl)acetamide BrC1=CC=C(S1)CN(CC(=O)NCC1=CC(=CC=C1)OC)C